5,6-dicyanoazulene C(#N)C1=CC2=CC=CC2=CC=C1C#N